CC1=C(C=CC(=C1)C)C1=NC(=NC(=N1)C1=C(C=C(C=C1)C)C)C1=C(C=C(C=C1)OCCCCCC)O 2-(4,6-bis-(2,4-dimethylphenyl)-1,3,5-triazin-2-yl)-5-hexyloxy-phenol